BrC1=C(C(=CC=C1OC)[N+](=O)[O-])C=CN(C)C 2-(2-bromo-3-methoxy-6-nitrophenyl)-N,N-dimethylethenamine